ClC=1C(=NC=CC1OC1=NN(C2=NC(=CN=C21)N2CCC(CC2)(C)CNC(OC(C)(C)C)=O)CC2=CC=C(C=C2)OC)C tert-butyl ((1-(3-((3-chloro-2-methyl pyridin-4-yl)oxy)-1-(4-methoxybenzyl)-1H-pyrazolo[3,4-b]pyrazin-6-yl)-4-methylpiperidin-4-yl)methyl)carbamate